3-[5-(Azidomethyl)-6-methylpyridin-2-yl]-3-azabicyclo[3.1.0]hexane N(=[N+]=[N-])CC=1C=CC(=NC1C)N1CC2CC2C1